C(C)OC1CCC(CC1)N1N=C(C(=C1)C1=C(N=C(O1)C=1C=NNC1)C(=O)N)C1=NC(=CC=C1F)C(F)(F)F (1-((1r,4r)-4-ethoxycyclohexyl)-3-(3-fluoro-6-(trifluoromethyl)pyridin-2-yl)-1H-pyrazol-4-yl)-2-(1H-pyrazol-4-yl)oxazole-4-carboxamide